C(C)(=O)C1=CC(=C(OCC=2N=NN(C2)CC=2OC=C(C(C2)=O)O)C=C1)C 2-((4-((4-acetyl-2-methylphenoxy)methyl)-1H-1,2,3-triazol-1-yl)methyl)-5-hydroxy-4H-pyran-4-one